CC1(OC=2C(=NC(=CC2)C=2C(=CC(=NC2)NC(C)=O)NC2=NC(=CC(=C2)C=2N=CSC2)S(=O)(=O)C)OC1)C N-(5-(2,2-dimethyl-2,3-dihydro-[1,4]dioxino[2,3-b]pyridin-6-yl)-4-((6-(methylsulfonyl)-4-(thiazol-4-yl)pyridin-2-yl)amino)pyridin-2-yl)acetamide